methyl {cis-1-(cyclobutanecarbonyl)-2-[(3'-fluoro[1,1'-biphenyl]-3-yl)methyl]pyrrolidin-3-yl}carbamate C1(CCC1)C(=O)N1[C@H]([C@H](CC1)NC(OC)=O)CC=1C=C(C=CC1)C1=CC(=CC=C1)F